C(C)(C)C1(OC(OC[C@@H]2[C@@H](O1)C([C@@H](C2)N2C(NC(C=C2)=O)=O)=O)(C(C)C)C(C)C)C(C)C 1-((6aR,8R,9aR)-2,2,4,4-Tetraisopropyl-9-oxohexahydro-cyclopenta[f][1,3,5]trioxocin-8-yl)pyrimidine-2,4(1H,3H)-dione